N-(4-hydroxy-3-(methylsulfonyl)phenyl)-4-(morpholinomethyl)benzamide hydrochloride Cl.OC1=C(C=C(C=C1)NC(C1=CC=C(C=C1)CN1CCOCC1)=O)S(=O)(=O)C